methyl 3-oxocyclopentanecarboxylate O=C1CC(CC1)C(=O)OC